CNCC1=C(OC(=C1)C)C1=CC=CC=C1 N-methyl-1-(5-methyl-2-phenyl-furan-3-yl)methylamine